C(C(C)C)(=O)OC(CN1CCC(CC1)NC1=C2C=C(N(C2=CC=C1)CC(F)(F)F)I)C 1-(4-((2-iodo-1-(2,2,2-trifluoroethyl)-1H-indol-4-yl)amino)piperidin-1-yl)propan-2-yl isobutyrate